BrC1=C(C=CC=C1)NC(=S)C1=CC=NC=C1 N-(2-Bromophenyl)thiopyridine-4-carboxamide